7-((4-(6-(1H-imidazol-2-yl)pyridin-3-yl)piperazin-1-yl)methyl)-6-fluoro-3-methylpyrazolo[1,5-a]quinoxalin-4(5H)-one N1C(=NC=C1)C1=CC=C(C=N1)N1CCN(CC1)CC=1C(=C2NC(C=3N(C2=CC1)N=CC3C)=O)F